3-fluoro-5-((trimethylsilyl)ethynyl)phenol FC=1C=C(C=C(C1)C#C[Si](C)(C)C)O